COC(C(C1(CCOC2(CCCC2)C1)CC1=CC=C(C=C1)F)C#N)=O 2-cyano-2-(9-(4-fluorobenzyl)-6-oxaspiro[4.5]decan-9-yl)acetic acid methyl ester